6-(((1-(4-bromophenyl)cyclopropyl)methyl)(methyl)amino)-N-((1R,2R,4S)-7-cyano-7-azabicyclo[2.2.1]heptan-2-yl)-4-pyrimidinecarboxamide BrC1=CC=C(C=C1)C1(CC1)CN(C1=CC(=NC=N1)C(=O)N[C@H]1[C@H]2CC[C@@H](C1)N2C#N)C